(5-(5-(cyclopropylmethoxy)benzo[d]oxazol-2-yl)-8-(methylamino)-2,7-naphthyridin-3-yl)cyclopropanecarboxamide C1(CC1)COC=1C=CC2=C(N=C(O2)C2=C3C=C(N=CC3=C(N=C2)NC)C2(CC2)C(=O)N)C1